OC1(CCNCC1)C 4-Hydroxy-4-methyl-piperidin